1,4-bis[4-(2-hydroxyethoxy)phenyl]cyclohexane OCCOC1=CC=C(C=C1)C1CCC(CC1)C1=CC=C(C=C1)OCCO